(R)-N-(4-(1-(3-(difluoromethyl)-2-fluorophenyl)ethylamino)-2-methylpyrido[2,3-d]pyrimidin-6-yl)acetamide FC(C=1C(=C(C=CC1)[C@@H](C)NC=1C2=C(N=C(N1)C)N=CC(=C2)NC(C)=O)F)F